NC1=CC(=C(OC2=NNC(C(=C2)C(C)C)=O)C(=C1)Cl)Cl 3-(4-Amino-2,6-dichloro-phenoxy)-5-isopropyl-1H-pyridazin-6-one